N-[(3S)-6,8-difluoro-4-oxo-3,5-dihydro-2H-1,5-benzoxazepin-3-yl]spiro[5H-furo[3,4-d]pyrimidine-7,1'-cyclopentane]-2-carboxamide FC1=CC(=CC2=C1NC([C@H](CO2)NC(=O)C=2N=CC1=C(N2)C2(CCCC2)OC1)=O)F